CN1N=C2C(N(CC(C2)CNC(CC)=O)C2=CC=C(C=C2)C(F)(F)F)=C1 N-((2-methyl-4-(4-(trifluoromethyl)phenyl)-4,5,6,7-tetrahydro-2H-pyrazolo[4,3-b]pyridin-6-yl)methyl)propionamide